2-(3-((1s,3R)-3-methyl-1-(4-methyl-4H-1,2,4-triazol-3-yl)cyclobutyl)phenyl)-6-(((S)-3-methylpiperidin-1-yl)methyl)-8-(trifluoromethyl)imidazo[1,5-a]pyridin-3(2H)-one CC1CC(C1)(C1=NN=CN1C)C=1C=C(C=CC1)N1C(N2C(C(=CC(=C2)CN2C[C@H](CCC2)C)C(F)(F)F)=C1)=O